CN(CCNC\C=C/C1=CC=C(C=C1)C1OC2=CC=C(C=C2C(=C1C1=CC(=CC=C1)O)C)O)C 2-{4-[(Z)-3-(2-Dimethylaminoethylamino)propenyl]phenyl}-3-(3-hydroxyphenyl)-4-methyl-2H-chromen-6-ol